C(=O)OC=1C(=NN(C1)C)C 1,3-dimethyl-1H-pyrazol-4-yl formate